C(C1=CC=CC=C1)SC1=C(C=CC(=C1)C(C)(C)C)OC(F)F 2-benzylsulfanyl-4-tert-butyl-1-(difluoromethoxy)benzene